1-chloro-4-((4-nitrophenyl)sulfonyl)-2-(trifluoromethyl)benzene ClC1=C(C=C(C=C1)S(=O)(=O)C1=CC=C(C=C1)[N+](=O)[O-])C(F)(F)F